Eicosanenitrile C(CCCCCCCCCCCCCCCCCCC)#N